(±)-2-(6-bromo-3-pyridyl)acetonitrile BrC1=CC=C(C=N1)CC#N